4-(4-(6-chloro-9-(tetrahydro-2H-pyran-2-yl)-2-(thiophen-2-yl)-9H-purin-8-yl)piperazin-1-yl)-3-fluorobenzonitrile ClC1=C2N=C(N(C2=NC(=N1)C=1SC=CC1)C1OCCCC1)N1CCN(CC1)C1=C(C=C(C#N)C=C1)F